O=S1(CCC(CC1)C1=CC(=NC(=C1)C1=NN(N=C1)C)C1=CN(C2=CN=C(C=C21)CC(=O)N)C)=O (3-(4-(1,1-dioxotetrahydro-2H-thiopyran-4-yl)-6-(2-methyl-2H-1,2,3-triazol-4-yl)pyridin-2-yl)-1-methyl-1H-pyrrolo[2,3-c]pyridin-5-yl)acetamide